8-((4-bromo-3-chloro-2-fluorophenyl)amino)-2-(2-hydroxyethoxy)-7-methyl-3,4-dihydro-2,7-naphthyridine-1,6(2h,7h)-dione BrC1=C(C(=C(C=C1)NC=1N(C(C=C2CCN(C(C12)=O)OCCO)=O)C)F)Cl